C(#N)CC(C)(C)C=1N(C2=CC=C(C=C2C1C1=CC=C(C(=O)OC)C=C1)O)C1=CC=C(C=C1)F Methyl 4-[2-(2-cyano-1,1-dimethyl-ethyl)-1-(4-fluorophenyl)-5-hydroxy-indol-3-yl]benzoate